NC1CCN(CC1)C1=C(C=NC2=CC=C(C=C12)C=1C=C(C(=O)N(CCCC=O)C)C=CC1)C1=CC(=CC(=C1)F)F 3-(4-(4-aminopiperidin-1-yl)-3-(3,5-difluorophenyl)quinolin-6-yl)-N-methyl-N-(4-oxobutyl)benzamide